NC1(CN(CCC1)C=1C(=CC(=NC1)C=1C=NC(=C(C1)F)O)CN1C2=NC=NC(=C2N=C1)N)C1=NC(=CC=C1)Cl 5-(3-amino-3-(6-chloropyridin-2-yl)piperidin-1-yl)-4-((6-amino-9H-purin-9-yl)methyl)-5'-fluoro-[2,3'-bipyridin]-6'-ol